FC(CNC(=O)CNC(=O)C1=CC=C(C2=CC=CC=C12)C1=NOC(C1)(C(F)(F)F)C1=CC(=CC(=C1)Cl)Cl)(F)F 4-[5-(3,5-dichloro-phenyl)-5-trifluoromethyl-4,5-dihydro-isoxazol-3-yl]-naphthalene-1-carboxylic acid [(2,2,2-trifluoro-ethylcarbamoyl)-methyl]-amide